(2,6-dichloropyridin-1-ium-4-yl)methylammonium ClC1=[NH+]C(=CC(=C1)C[NH3+])Cl